2-(5-(4-(2-morpholinoethoxy)phenyl)pyridin-2-yl)-N-benzyl-acetamide O1CCN(CC1)CCOC1=CC=C(C=C1)C=1C=CC(=NC1)CC(=O)NCC1=CC=CC=C1